N-((1H-pyrrolo[3,2-c]pyridin-2-yl)methyl)-2-(5-((dibenzo[b,d]furan-2-ylmethyl)amino)-2-(4-(oxetan-3-yloxy)phenyl)-6-oxopyrimidin-1(6H)-yl)acetamide N1C(=CC=2C=NC=CC21)CNC(CN2C(=NC=C(C2=O)NCC2=CC1=C(OC3=C1C=CC=C3)C=C2)C2=CC=C(C=C2)OC2COC2)=O